1-(4-chlorobenzyl)-3-(6-(pyridin-4-ylmethyl)spiro[3.3]heptan-2-yl)urea ClC1=CC=C(CNC(=O)NC2CC3(C2)CC(C3)CC3=CC=NC=C3)C=C1